1-[(4-methoxyphenyl)methyl]-2,6-dioxopiperidine COC1=CC=C(C=C1)CN1C(CCCC1=O)=O